1-hydroxy-4-(methyltelluromethyl)benzene Methyl-4-(3-chloro-2-(1-methyl-1H-pyrazol-4-yl)phenyl)-2-methylene-4-(methylsulfonamido)butanoate COC(C(CC(NS(=O)(=O)C)C1=C(C(=CC=C1)Cl)C=1C=NN(C1)C)=C)=O.OC1=CC=C(C=C1)C[Te]C